6-bromo-8-isopropoxyimidazo[1,2-a]pyrazine-2-carboxylic acid BrC=1N=C(C=2N(C1)C=C(N2)C(=O)O)OC(C)C